tert-butyl 6-[[3-(trifluoromethyl)-1,2,4-thiadiazol-5-yl]methylene]-2-azaspiro[3.3]heptane-2-carboxylate FC(C1=NSC(=N1)C=C1CC2(CN(C2)C(=O)OC(C)(C)C)C1)(F)F